C1N(CC12CCNCC2)C2=NC=NC1=CC=C(C=C21)CCC2=CC=NC=C2 4-(2,7-Diazaspiro[3.5]non-2-yl)-6-(2-pyridin-4-ylethyl)quinazoline